4-methyl-1-(prop-2-yn-1-yl)quinolin-1-ium bromide salt [Br-].CC1=CC=[N+](C2=CC=CC=C12)CC#C